C(CCCCCCCCCCC)C(C(C(=O)O)CCCCCCCCCCCC)C(=O)O.C(CCC(=O)OCCCCCCCCCCCC)(=O)OCCCCCCCCCCCC dilauryl succinate (dilauryl succinate)